HAFNIUM CARBIDE [C-]#[Hf+]